ClC1=CC=C2[C@@]3(C(NC2=C1)=O)C1(N[C@H]([C@@H]3C3=C(C(=NC=C3)Cl)F)C(=O)O)CCC(CC1)(C)C (3'R,4'S,5'R)-6''-chloro-4'-(2-chloro-3-fluoropyridin-4-yl)-4,4-dimethyl-2''-oxodispiro[cyclohexane-1,2'-pyrrolidine-3',3''-indoline]-5'-carboxylic acid